ClC=1C=C(C=CC1)[C@H]1C[C@H](C1)NC(=O)C=1C=NN(C1)CC1=CC(=C(C=C1)CN1C(C=CC=C1)=O)C(F)F N-((cis)-3-(3-Chlorophenyl)cyclobutyl)-1-(3-(difluoromethyl)-4-((2-oxopyridin-1(2H)-yl)methyl)benzyl)-1H-pyrazole-4-carboxamide